2-Bromo-3-phenyl-5,6-dihydroimidazo[1,2-d]pyrido[4,3-f][1,4]oxazepine BrC=1N=C2N(CCOC3=C2C=CN=C3)C1C1=CC=CC=C1